FC1=CC=C(C=C1)C=1N=CN(C1C=1SC=C(N1)C(=O)NC1=NC=C(C=N1)N1CCN(CC1)C)C(C)C 2-(4-(4-fluorophenyl)-1-isopropyl-1H-imidazol-5-yl)-N-(5-(4-methylpiperazin-1-yl)pyrimidin-2-yl)thiazole-4-carboxamide